1-(azetidin-3-yl)-N,N-dimethylcyclopropan-1-amine N1CC(C1)C1(CC1)N(C)C